5-methoxy-4-(benzenesulfonyl)-2-(4-(trifluoromethyl)phenyl)oxazole COC1=C(N=C(O1)C1=CC=C(C=C1)C(F)(F)F)S(=O)(=O)C1=CC=CC=C1